ClC1=C(C(=O)NC=2C(=CC(=C(C2)N2N=NC(=C2)C(=O)OC)F)N2CCN(CC2)C)C=C(C(=C1C)F)[N+](=O)[O-] methyl 1-(5-(2-chloro-4-fluoro-3-methyl-5-nitrobenzamido)-2-fluoro-4-(4-methylpiperazin-1-yl)phenyl)-1H-1,2,3-triazole-4-carboxylate